4-benzyl-5,5-dimethyl-2-oxazolidinone C(C1=CC=CC=C1)C1NC(OC1(C)C)=O